3-Nitro-6-(1-pyrimidin-2-ylbut-3-enylamino)-5-(trifluoromethyl)pyridine-2-carboxylic acid [N+](=O)([O-])C=1C(=NC(=C(C1)C(F)(F)F)NC(CC=C)C1=NC=CC=N1)C(=O)O